C(C1=CC=CC=C1)OC1=C(C(=O)OCC2=CC=CC=C2)C=CC(=C1)N(C(=O)[C@@H]1N(CC1)S(=O)(=O)C1=C(C(=C(C(=C1F)F)F)Cl)F)CC1=NC=C(N=C1)C1CCCCC1 benzyl (R)-2-(benzyloxy)-4-(1-((3-chloro-2,4,5,6-tetrafluorophenyl)sulfonyl)-N-((5-cyclohexylpyrazin-2-yl)methyl)azetidine-2-carboxamido)benzoate